tert-butyl (2-(2-(2-((2-(2,6-dioxopiperidin-3-yl)-1,3-dioxoisoindolin-5-yl)oxy)ethoxy)ethoxy)ethyl)(methyl)carbamate O=C1NC(CCC1N1C(C2=CC=C(C=C2C1=O)OCCOCCOCCN(C(OC(C)(C)C)=O)C)=O)=O